(1S,3S)-3-((6-(3-(((benzyl(methyl)carbamoyl)oxy)methyl)-5-chlorothiophen-2-yl)-2-methylpyridine-3-yl)oxy)cyclohexane-1-carboxylic acid C(C1=CC=CC=C1)N(C(=O)OCC1=C(SC(=C1)Cl)C1=CC=C(C(=N1)C)O[C@@H]1C[C@H](CCC1)C(=O)O)C